4,5-dihydrothiophen S1C=CCC1